(R)-(-)-4-methylbenzenesulfinamide CC1=CC=C(C=C1)[S@@](=O)N